FC1=CC=C2C([C@@H](CN3C2=C1C=C3)N(C)C)C (5S)-9-fluoro-N,N,6-trimethyl-5,6-dihydro-4H-pyrrolo[3,2,1-ij]quinolin-5-amine